FC=1C=C(C=CC1OC)C1=CN=C2N1C=CN=C2NC2=CC(=C(C(=O)NCC1(CCNCC1)O)C=C2)C 4-[[3-(3-fluoro-4-methoxy-phenyl)imidazo[1,2-a]pyrazin-8-yl]amino]-N-[(4-hydroxy-4-piperidyl)methyl]-2-methyl-benzamide